[Li+].C(C1=CC=CC=C1)(C1=CC=CC=C1)(C1=CC=CC=C1)[N@@]1C(C1)C(=O)[O-] (S)-1-tritylaziridine-2-carboxylic acid lithium salt